NCCC1CCN(CC1)CCF 4-aminoethyl-1-(2-fluoroethyl)piperidine